NC1=CC=C(C=N1)/C=C/C(=O)NCC=1OC2=C(C1)C=C(C=C2C2=CC=C(C=C2)F)C2=CC=C(C=C2)OC2=CC=C(C=C2)F (E)-3-(6-aminopyridin-3-yl)-N-((5-(4-(4-fluorophenoxy)phenyl)-7-(4-fluorophenyl)benzofuran-2-yl)methyl)acrylamide